1-(benzofuran-6-yl)propan-1-one O1C=CC2=C1C=C(C=C2)C(CC)=O